4-(2-(3-methylbenzylidene)hydrazinyl)-1-(pyridin-4-yl)-1H-pyrazolo[3,4-d]pyrimidine CC=1C=C(C=NNC2=C3C(=NC=N2)N(N=C3)C3=CC=NC=C3)C=CC1